(E)-N-hydroxy-3-(2-(4-((4-isopropylphenyl)sulfonamido)piperidin-1-yl)phenyl)acrylamide ONC(\C=C\C1=C(C=CC=C1)N1CCC(CC1)NS(=O)(=O)C1=CC=C(C=C1)C(C)C)=O